3-((7-(1-methyl-1H-pyrazol-5-yl)-4-oxoquinazolin-3(4H)-yl)methyl)-N-(oxetan-3-ylmethyl)benzamide CN1N=CC=C1C1=CC=C2C(N(C=NC2=C1)CC=1C=C(C(=O)NCC2COC2)C=CC1)=O